BrC1=NC=C(C(=C1)C1(CCN(CC1)C(=O)OC(C)(C)C)C(N)=O)F tert-butyl 4-(2-bromo-5-fluoro-4-pyridyl)-4-carbamoyl-1-piperidinecarboxylate